FC(C(=O)O)(F)F.ClC1=C(C=CC(=C1NC=1C(=C2C(N(C=NC2=CC1)C)=O)Cl)F)NS(=O)(=O)N1CCCC1 N-(2-chloro-3-((5-chloro-3-methyl-4-oxo-3,4-dihydroquinazolin-6-yl)amino)-4-fluorophenyl)pyrrolidine-1-sulfonamide trifluoroacetate